C1(=CC=CC2=CC=CC=C12)NC(=O)C1=NOC(C1)C(=O)OCC ethyl 3-[(naphthalen-1-yl)carbamoyl]-4,5-dihydro-1,2-oxazole-5-carboxylate